5'-bromo-2',3'-dihydrospiro[cyclohexane-1,1'-indene]-3'-ol BrC=1C=C2C(CC3(C2=CC1)CCCCC3)O